tert-butyl 2-(3-fluorophenyl)-4-oxo-pyrrolidine-1-carboxylate FC=1C=C(C=CC1)C1N(CC(C1)=O)C(=O)OC(C)(C)C